8-chloro-2-[1-[1-[(1-fluorocyclopropyl)methyl]azetidin-3-yl]pyrazol-4-yl]-7-[(2-methyl-3H-benzimidazol-5-yl)oxy]quinoxaline ClC=1C(=CC=C2N=CC(=NC12)C=1C=NN(C1)C1CN(C1)CC1(CC1)F)OC1=CC2=C(N=C(N2)C)C=C1